C(C)OC1=NC=NC(=C1B1OC(C(O1)(C)C)(C)C)OCC 4,6-diethoxy-5-(4,4,5,5-tetramethyl-1,3,2-dioxaborolan-2-yl)pyrimidine